ClC=1C(=NC=CC1)N1N=C(CC1C(=O)OCC)O Ethyl 1-(3-chloropyridin-2-yl)-3-hydroxy-4,5-dihydro-1H-pyrazole-5-carboxylate